FC1=CC=C(C=C1)N(C1=NC=2N(C3=CC=CC=C13)C=NN2)C N-(4-fluorophenyl)-N-methyl-[1,2,4]triazolo[4,3-a]quinazolin-5-amine